BrC1=CC(=C(C=C1)NC1=C(C2=C(C=CO2)C=C1C(=O)NOC(CO)(C)C)F)F 6-((4-Bromo-2-fluorophenyl)amino)-7-fluoro-N-((1-hydroxy-2-methylpropan-2-yl)oxy)benzofuran-5-carboxamide